CN(C1CN(C1)C1=CC=C(C=N1)C1=CC=CC=2N1N=CC2C(=O)N2CCCCC2)C (7-(6-(3-(dimethylamino)azetidin-1-yl)pyridin-3-yl)pyrazolo[1,5-a]pyridin-3-yl)(piperidin-1-yl)methanone